ClC1=C(C=C(C=C1NC1=NC=2N(C(=N1)N(CC1=CC=C(C=C1)OC)C1CC1)N=CC2C#N)C#N)N2C[C@H](N(CC2)C(=O)OC(C)(C)C)C tert-Butyl (R)-4-(2-chloro-5-cyano-3-((8-cyano-4-(cyclopropyl(4-methoxybenzyl)amino)pyrazolo[1,5-a][1,3,5]triazin-2-yl)amino)phenyl)-2-methylpiperazine-1-carboxylate